COC1=CC=C(CN=C=S)C=C1 4-methoxybenzyl isothiocyanate